O(C1=CC=CC=C1)C=1C=C(C(=O)N2CC3=CC=CC(=C3CC2)C(CC(=O)O)C2=CC3=C(N(N=N3)C)C(=C2)OC)C=CC1 3-[2-(3-phenoxybenzoyl)-1,2,3,4-tetrahydroisoquinolin-5-yl]-3-(7-methoxy-1-methyl-1H-benzo[d][1,2,3]triazol-5-yl)propionic acid